CNC(=N)N[N+](=O)[O-] 1-Methyl-3-nitroguanidine